NC1=NC=NC=2C3=C(\C(\C(C12)(C)C)=N/OCCCO)C=C(C=C3)O[C@@H]3CC[C@H](CC3)N 3-[(Z)-[4-amino-8-(trans-4-aminocyclohexoxy)-5,5-dimethyl-benzo[h]quinazolin-6-ylidene]amino]oxypropan-1-ol